Octafluoropentyl methacrylate CC(=C)C(=O)OCC(C(C(C(F)F)(F)F)(F)F)(F)F